[S].C1=CC=CC=2SC3=C(C21)C=CC=C3 dibenzothiophene sulphur salt